C(C)(C)(C)C1=NC2=C(C=3N1C(NN3)=O)C=C(C(=N2)C2=C(C=CC=C2)Cl)C2=CC=C(C=C2)Cl 5-tert-butyl-8-(2-chlorophenyl)-9-(4-chlorophenyl)pyrido[3,2-e][1,2,4]triazolo[4,3-c]pyrimidin-3(2H)-one